(E)-3-[3-Hydroxy-4-[(4-methylmorpholin-4-ium-4-yl)methyl]phenyl]-1-(4-methoxyphenyl)prop-2-en-1-one OC=1C=C(C=CC1C[N+]1(CCOCC1)C)/C=C/C(=O)C1=CC=C(C=C1)OC